OC12CC3(CC(CC(C1)(C3)O)C2)NC=2C=CC=3N(N2)C(=CN3)C#N 6-[(3,5-dihydroxyadamantan-1-yl)amino]imidazo[1,2-b]pyridazine-3-carbonitrile